FC([C@@](C(=O)N1CC2=C(C=C(C=C2CC1)C=1C=C2C(=NC1)NC=C2C)[C@H]2NCCC2)(C)OC)(F)F (S)-3,3,3-trifluoro-2-methoxy-2-methyl-1-(6-(3-methyl-1H-pyrrolo[2,3-b]pyridin-5-yl)-8-((S)-pyrrolidin-2-yl)-3,4-dihydroisoquinolin-2(1H)-yl)propan-1-one